(R)-9-methoxy-1,2,3,5,6,7,12,12a-octahydropyrrolo[1',2':1,7]azepino[4,5-b]indole COC=1C=CC=2C3=C(NC2C1)CCN1[C@@H](C3)CCC1